1,1-bis(tert-butylperoxy)methylcyclododecane C(C)(C)(C)OOCC1(CCCCCCCCCCC1)COOC(C)(C)C